3-fluoro-4-methyl-5-nitrobenzoyl chloride FC=1C=C(C(=O)Cl)C=C(C1C)[N+](=O)[O-]